O.S(=O)(=O)(O)C=1C=C(C=CC1)OP(OC1=CC(=CC=C1)S(=O)(=O)O)=O.[Na].C(C)C(CNCC1=CC(=CC=C1)CN)CCCC N-(2-ethylhexyl)-1,3-bis(aminomethyl)benzene sodium bis(3-sulfophenyl)phosphonate monohydrate